NCC=1OC2=C(C1)C=CC=C2 2-aminomethylbenzofuran